3,5-dichloro-2-iodobromobenzene ClC=1C(=C(C=C(C1)Cl)Br)I